4-(5-(2-chlorophenoxy)-1H-pyrazolo[3,4-c]pyridine-1-yl)-N-isopropylthiophene-2-carboxamide ClC1=C(OC=2C=C3C(=CN2)N(N=C3)C=3C=C(SC3)C(=O)NC(C)C)C=CC=C1